ClC1=CC=C(C=C1)N1C(C2=CC=CC=C2C(C1C1=CC=C(C=C1)Cl)C(=O)O)=O 2,3-bis-(4-chloro-phenyl)-1-oxo-1,2,3,4-tetrahydro-isoquinoline-4-carboxylic acid